CC1=C(C=C(C=C1)C)N1CCCN(S1(=O)=O)CC(=O)NC1C2CC3(CC(CC1C3)C2)C(=O)N 4-(2-(6-(2,5-dimethylphenyl)-1,1-dioxido-1,2,6-thiadiazinan-2-yl)acetamido)adamantan-1-carboxamide